CS(=O)(=O)O[C@H]1C[C@]2(CN(C3=NC=C(C(=C32)Cl)Br)CC3=CC=C(C=C3)OC)CC1 |r| (1RS,3RS)-5'-Bromo-4'-chloro-1'-(4-methoxybenzyl)-1',2'-dihydrospiro[cyclopentane-1,3'-pyrrolo[2,3-b]pyridin]-3-yl methanesulfonate